NC=1C=C(C#N)C=CC1N1CCC(CC1)(F)F 3-amino-4-(4,4-difluoropiperidin-1-yl)benzonitrile